indium trichloride [Cl-].[Cl-].[Cl-].[In+3]